C[C@@H]1O[C@@H](CN(C1)C1=CC=CC(=N1)CN1N=NC(=C1)C1=C2C(=NC(=C1)C=1C(=C(C#N)C=CC1)C)NC=N2)C (7-(1-((6-(cis-2,6-dimethylmorpholino)pyridin-2-yl)methyl)-1H-1,2,3-triazol-4-yl)-3H-imidazo[4,5-b]pyridin-5-yl)-2-methylbenzonitrile